C(C)(C)(C)OC(=O)N[C@H](C(=O)N1[C@@H](C[C@H](C1)O)C(=O)OCC)C(C)(C)C ethyl (2S,4R)-1-[(2S)-2-(tert-butoxycarbonylamino)-3,3-dimethyl-butanoyl]-4-hydroxy-pyrrolidine-2-carboxylate